N1C(N=CC=C1)=NN pyrimidinone hydrazone